C(C)OC(=O)C1N(C2CC(C1C2)O)C(=O)OC(C)(C)C 5-hydroxy-2-azabicyclo[2.2.1]heptane-2,3-dicarboxylic acid 2-tert-butyl 3-ethyl ester